sodium hypochlorite iron [Fe+2].Cl[O-].[Na+].Cl[O-].Cl[O-]